1-(2,6,6-Trimethyl-2-cyclohexen-1-yl)-2-buten-1-one CC=1C(C(CCC1)(C)C)C(C=CC)=O